4-[3-(dimethylphosphoryl)phenoxy]-N-(piperidin-3-yl)-5-(trifluoromethyl)pyrimidin-2-amine CP(=O)(C)C=1C=C(OC2=NC(=NC=C2C(F)(F)F)NC2CNCCC2)C=CC1